NC1=C(C(N(C2=CC(=CC=C12)Cl)C1=CC=CC=C1)=O)CO 4-amino-7-chloro-3-(hydroxymethyl)-1-phenyl-1,2-dihydro-quinolin-2-one